2-(7-((2S,5R)-2,5-dimethyl-4-((S)-1-(quinoxalin-6-yl)ethyl)piperazin-1-yl)-4-methyl-5-oxo-3-(trifluoromethyl)-4,5-dihydro-2H-pyrazolo[4,3-b]pyridin-2-yl)acetonitrile C[C@@H]1N(C[C@H](N(C1)[C@@H](C)C=1C=C2N=CC=NC2=CC1)C)C=1C=2C(N(C(C1)=O)C)=C(N(N2)CC#N)C(F)(F)F